N-[3-[[1-(1,3-benzothiazol-2-yl)-2-(3-carbamimidoylphenyl)ethyl]sulfamoyl]phenyl]-2-(4-piperidyl)acetamide S1C(=NC2=C1C=CC=C2)C(CC2=CC(=CC=C2)C(N)=N)NS(=O)(=O)C=2C=C(C=CC2)NC(CC2CCNCC2)=O